C1(CC(CCCCC)O1)=O γ-Octanolactone